3-((3-(4-(2-(methylthio)phenoxy)-3-(trifluoromethyl)phenyl)-1,2,4-oxadiazol-5-yl)methyl)-2,4-dioxo-1,3,8-triazaspiro[4.5]decane-8-carboxylic acid tert-butyl ester C(C)(C)(C)OC(=O)N1CCC2(C(N(C(N2)=O)CC2=NC(=NO2)C2=CC(=C(C=C2)OC2=C(C=CC=C2)SC)C(F)(F)F)=O)CC1